N1(CCNCC1)C1=CC=CC(=N1)C=1NC(NN1)=S 5-(6-(piperazin-1-yl)pyridin-2-yl)-2,4-dihydro-3H-1,2,4-triazole-3-thione